(E)-Ethyl 3-(4-((E)-2-(2-(methylthio)phenyl)-1-(1-(tetrahydro-2H-pyran-2-yl)-1H-indazol-5-yl)but-1-en-1-yl)phenyl)acrylate CSC1=C(C=CC=C1)/C(=C(/C=1C=C2C=NN(C2=CC1)C1OCCCC1)\C1=CC=C(C=C1)/C=C/C(=O)OCC)/CC